1-methyl-5,6,7,8-tetrahydro-1H-cyclopenta[b]naphthalene CC1C=CC=2C1=CC=1CCCCC1C2